BrC=1C=C2C(=NC=NC2=CC1)OC1CC2(CN(C2)C(=O)OC(C)(C)C)C1 tertbutyl 6-(6-bromoquinazolin-4-yl)oxy-2-azaspiro[3.3]heptane-2-carboxylate